C(C)OCCC1CC(C(C=C1C)C)C 6-(2-ethoxyethyl)-1,3,4-trimethylcyclohex-1-en